NC1=C2N=CN(C2=NC(=N1)F)[C@H]1C[C@@H]([C@@](O1)(C#C)CO[P@](=O)(OC1=CC=CC=C1)N[C@H](C(=O)OCCCCCCCCCCCCCCCCCCCCCC)CC1=CC(=CC(=C1)F)F)O Docosyl (S)-2-(((S)-(((2R,3S,5R)-5-(6-amino-2-fluoro-9H-purin-9-yl)-2-ethynyl-3-hydroxytetrahydrofuran-2-yl) methoxy)(phenoxy)phosphoryl)amino)-3-(3,5-difluorophenyl)propanoate